9,9',9'',9'''-(4-(2-(2,6-dimethylpyridin-3-yl)phenyl)pyridine-2,3,5,6-tetrayl)tetrakis(9H-carbazole-3,6-dicarbonitrile) CC1=NC(=CC=C1C1=C(C=CC=C1)C1=C(C(=NC(=C1N1C2=CC=C(C=C2C=2C=C(C=CC12)C#N)C#N)N1C2=CC=C(C=C2C=2C=C(C=CC12)C#N)C#N)N1C2=CC=C(C=C2C=2C=C(C=CC12)C#N)C#N)N1C2=CC=C(C=C2C=2C=C(C=CC12)C#N)C#N)C